C(C)(C)(C)OC(=O)N1CCC(CC1)N1N=C2C=C(C=CC2=C1)C(=O)OC methyl (1-(tert-butoxycarbonyl) piperidin-4-yl)-2H-indazole-6-carboxylate